ClC1=CC(=[N+](C=C1)[O-])NCC(C)(C)C 4-chloro-2-(neopentylamino)pyridine 1-oxide